1-(4-hydroxyphenyl)-3-phenyl-2-propen-1-one OC1=CC=C(C=C1)C(C=CC1=CC=CC=C1)=O